N[C@@H]1C2=CC=CC=C2CC12CCN(CC2)C2=C(N=C1C(=N2)NN=C1OC)CO {6-[(3S)-3-amino-1,3-dihydrospiro[indene-2,4'-piperidine]-1'-yl]-3-methoxy-1H-pyrazolo[3,4-b]pyrazin-5-yl}methanol